CON(C(C)=O)C N-methoxy-N-methyl-acetamide